N-(quinolin-6-ylmethyl)oxazol-2-amine N1=CC=CC2=CC(=CC=C12)CNC=1OC=CN1